ClC1=C(C=C(C(=C1)F)C1=NC=NC2=CC(=CC=C12)N1CCOCC1)C(C1=CC(=CC(N1C)=O)C)O 6-{[2-Chloro-4-fluoro-5-(7-morpholin-4-yl-quinazolin-4-yl)-phenyl]hydroxy-methyl}-1,4-dimethyl-1H-pyridin-2-one